tert-butyl ((2R)-2-(8-(4-(trifluoromethyl)cyclohex-1-en-1-yl)quinoline-3-carboxamido)propyl)carbamate FC(C1CC=C(CC1)C=1C=CC=C2C=C(C=NC12)C(=O)N[C@@H](CNC(OC(C)(C)C)=O)C)(F)F